1-(4-fluorophenyl)-5-(3-(4-fluoropiperidin-1-yl)propyl)-6-methyl-1,5-dihydro-4H-pyrazolo[3,4-d]pyrimidin-4-one FC1=CC=C(C=C1)N1N=CC2=C1N=C(N(C2=O)CCCN2CCC(CC2)F)C